ClC=1C(NC2=CC(=CN=C2C1)CN1CCC(=CC1)C1=NC=C(C=C1)F)=O 3-chloro-7-((5-fluoro-3',6'-dihydro-[2,4'-bipyridin]-1'(2'H)-yl)methyl)-1,5-naphthyridin-2(1H)-one